(1S,3aR,6aS)-2-(1H-indole-2-carbonyl)-N-((S)-1-oxo-3-((S)-2-oxopiperidin-3-yl)propan-2-yl)octahydrocyclopenta[c]pyrrole-1-carboxamide N1C(=CC2=CC=CC=C12)C(=O)N1[C@@H]([C@@H]2[C@H](C1)CCC2)C(=O)N[C@H](C=O)C[C@H]2C(NCCC2)=O